7-Fluoro-3-(methoxymethoxy)-8-((triisopropylsilyl)ethynyl)naphthalen-1-yl-trifluoromethanesulfonic acid FC1=CC=C2C=C(C=C(C2=C1C#C[Si](C(C)C)(C(C)C)C(C)C)OS(=O)(=O)C(F)(F)F)OCOC